2',5-dichloro-N-(5-cyano-6-(difluoromethoxy)pyridin-3-yl)-2,4'-difluoro-[1,1'-biphenyl]-4-formamide ClC1=C(C=CC(=C1)F)C1=C(C=C(C(=C1)Cl)C(=O)NC=1C=NC(=C(C1)C#N)OC(F)F)F